4-(3-(2,6-dioxopiperidin-3-yl)-1-methyl-1H-indazol-7-yl)piperidin O=C1NC(CCC1C1=NN(C2=C(C=CC=C12)C1CCNCC1)C)=O